1-[3-fluoro-5-(4,4,5,5-tetramethyl-1,3,2-dioxaborolan-2-yl)phenyl]ethanol FC=1C=C(C=C(C1)B1OC(C(O1)(C)C)(C)C)C(C)O